methyl (7S)-2-[(1S)-2-hydroxy-1-phenylethyl]-7-methyl-3-(oxan-4-yl)-3H,6H,7H,8H,9H-imidazo[4,5-f]quinoline-6-carboxylate OC[C@@H](C1=CC=CC=C1)C=1N(C=2C(=C3CC[C@@H](N(C3=CC2)C(=O)OC)C)N1)C1CCOCC1